C1(=CC=CC=C1)N(C1=CC=C(C=C1)C1=CC=C(C=C1)N(C1=CC=C(C=C1)C)C1=CC=CC=C1)C1=CC=C(C=C1)C N,N'-diphenyl-N,N'-bis(4-methylphenyl)biphenyl-4,4'-diamine